FC(C(N)C1=CC=CC2=CC=CC=C12)(F)F 2,2,2-trifluoro-1-(naphthalen-1-yl)ethanamine